O[C@H]([C@H](CO)NC(=O)C1NCCC(C1)CCC1=CC=CC=C1)C1=CC=C(C=C1)SC N-((1S,2S)-1,3-dihydroxy-1-(4-(methylthio)phenyl)propan-2-yl)-4-phenethylpiperidine-2-carboxamide